(2S)-4-(5-amino-6-((1-(methoxycarbonyl)-1,2,3,4-tetrahydronaphthalen-1-yl)methyl)pyrimidin-4-yl)-2-(Cyanomethyl)piperazine-1-carboxylate NC=1C(=NC=NC1CC1(CCCC2=CC=CC=C12)C(=O)OC)N1C[C@@H](N(CC1)C(=O)[O-])CC#N